COCC(C)(C)N1CCNCC1 1-(1-methoxy-2-methylpropan-2-yl)piperazine